(4-(4-(benzo[d]thiazol-5-ylamino)quinolin-6-yl)-3-fluorophenyl)(6-(methylsulfonyl)-2,6-diazaspiro[3.3]heptan-2-yl)methanone S1C=NC2=C1C=CC(=C2)NC2=CC=NC1=CC=C(C=C21)C2=C(C=C(C=C2)C(=O)N2CC1(C2)CN(C1)S(=O)(=O)C)F